C(C)(C)(C)OC(=O)N[C@H]1CCCC[C@@H]2N(C1=O)[C@@H](CCC2)C(=O)OC Methyl (4S,7S,11aS)-7-((tert-butoxycarbonyl)amino)-6-oxodecahydro-2H-pyrido[1,2-a]azocine-4-carboxylate